4,6-dimethylthieno[2,3-b]pyridine CC1=C2C(=NC(=C1)C)SC=C2